NC1=NC=2C=C(C(=CC2C2=C1COC2)C(=O)N([C@H]2COC1=C2C=CC(=C1)S(=O)(=O)C(C)C)C)F 4-amino-7-fluoro-N-methyl-N-((3R)-6-(2-propanesulfonyl)-2,3-dihydro-1-benzofuran-3-yl)-1,3-dihydrofuro[3,4-c]quinoline-8-carboxamide